Methyl ((((1S,4R)-4-(2-amino-6-(methylamino)-9H-purin-9-yl)cyclopent-2-en-1-yl)methoxy)(4-bromophenoxy)phosphoryl)-L-alaninate NC1=NC(=C2N=CN(C2=N1)[C@H]1C=C[C@H](C1)COP(=O)(OC1=CC=C(C=C1)Br)N[C@@H](C)C(=O)OC)NC